(1s,3s)-3-amino-4-(difluoromethylene)cyclopentane-1-carboxylic acid N[C@H]1C[C@H](CC1=C(F)F)C(=O)O